2,2',3,4,5,6-hexafluoro-5'-nitro-1,1'-biphenyl FC1=C(C(=C(C(=C1F)F)F)F)C1=C(C=CC(=C1)[N+](=O)[O-])F